N-(3-chloro-4-fluorophenyl)-N-((5-(hydrazinecarbonyl)pyridin-2-yl)methyl)tetrahydro-2H-thiopyran-4-sulfonamide 1,1-dioxide ClC=1C=C(C=CC1F)N(S(=O)(=O)C1CCS(CC1)(=O)=O)CC1=NC=C(C=C1)C(=O)NN